1-{4-[2-methyl-4-({(1R)-1-[2-methyl-3-(trifluoromethyl)phenyl]ethyl}amino)pyrido[3,4-d]pyrimidin-6-yl]piperazin-1-yl}ethan-1-one CC=1N=C(C2=C(N1)C=NC(=C2)N2CCN(CC2)C(C)=O)N[C@H](C)C2=C(C(=CC=C2)C(F)(F)F)C